7-(1-ethylpiperidin-4-yl)-2-(2-methyl-1,3-benzoxazol-6-yl)-4H-pyrimido[1,2-b]pyridazin-4-one C(C)N1CCC(CC1)C=1C=CC=2N(N1)C(C=C(N2)C2=CC1=C(N=C(O1)C)C=C2)=O